NC1=C2C(=NC=N1)N(N=C2C2=CC=C(C=C2)OC2=CC=CC=C2)[C@H]2CN(CCC2)C2CCN(CC2)C(=O)OC(C)(C)C tert-butyl (R)-3-(4-amino-3-(4-phenoxyphenyl)-1H-pyrazolo(3,4-d)pyrimidin-1-yl)-(1,4'-bipiperidine)-1'-carboxylate